FC1=C(CN2C(C=3C=CC=NC3C(=C2)C(=O)O)=O)C=CC(=C1)C1=NN(C=C1)C 6-(2-Fluoro-4-(1-methyl-1H-pyrazol-3-yl)benzyl)-5-oxo-5,6-dihydro-1,6-naphthyridine-8-carboxylic acid